p-tert-butyl-benzene oxygen [O].C(C)(C)(C)C1=CC=CC=C1